O(C=1C=C(C=C(C1)C(F)(F)F)N1C(C2=CC=C(C=C2C1=O)C#C)=O)C=1C=C(C=C(C1)C(F)(F)F)N1C(C2=CC=C(C=C2C1=O)C#C)=O 2,2'-(oxybis(5-(trifluoromethyl)-3,1-phenylene))bis(5-ethynylisoindoline-1,3-dione)